C(C)OC(C=C(C)C1=C(C=C(C=C1)OC(C)CC)C)=O.OCCCCCCCCN1C(=[N+](C=C1)CCCCCCCCO)CCCCCCCCO 1,2,3-tris(8-hydroxyoctyl)imidazolium ethyl-3-(4-(sec-butoxy)-2-methylphenyl)but-2-enoate